O1CC(C1)CC\N=C\C1=C(C=C(C=C1)C(F)(F)F)O (E)-2-(((2-(oxetane-3-yl)ethyl)imino)methyl)-5-(trifluoromethyl)phenol